FC1=C(C(=CC=C1)F)[C@H]1N(OCC1)C1=CC(=NC=N1)NC=1C(=CC(=C(C1)NC(C=C)=O)N1CCN(CC1)CC)OC N-(5-((6-((S)-3-(2,6-difluorophenyl)-isoxazolidine-2-yl)pyrimidine-4-yl)amino)-2-(4-ethylpiperazine-1-yl)-4-methoxyphenyl)acrylamide